C(C1=CC=CC=C1)OC1=CC=C(C=C1)C=1C(CN(CC1)C(=O)OC(C)(C)C)(F)F tert-butyl 4-(4-(benzyloxy) phenyl)-3,3-difluoro-3,6-dihydropyridine-1(2H)-carboxylate